rel-benzyl (3S,4R)-2-acetamido-2-(tert-butylcarbamoyl)-3-(3-(4,4,5,5-tetramethyl-1,3,2-dioxaborolan-2-yl)propyl)-7-azabicyclo[2.2.1]heptane-7-carboxylate C(C)(=O)NC1(C2CC[C@H]([C@@H]1CCCB1OC(C(O1)(C)C)(C)C)N2C(=O)OCC2=CC=CC=C2)C(NC(C)(C)C)=O